ClC1=CC2=C(C(=NO2)N2C(N3C(=C2)C([C@@H](C3)NS(=O)(=O)CC)(F)F)=O)C(=C1F)C1=C(C=CC=C1F)F N-{(6R)-2-[6-chloro-4-(2,6-difluorophenyl)-5-fluoro-1,2-benzoxazol-3-yl]-7,7-difluoro-3-oxo-2,5,6,7-tetrahydro-3H-pyrrolo[1,2-c]imidazol-6-yl}ethanesulfonamide